FC1=NNC2=NC=CC(=C21)C=2C(=NN1C2COC(C1)(C([2H])([2H])[2H])C([2H])([2H])[2H])C1=NC=C(C=C1)F 3-(3-Fluoro-1H-pyrazolo[3,4-b]pyridin-4-yl)-2-(5-fluoropyridin-2-yl)-6,6-bis(methyl-d3)-6,7-dihydro-4H-pyrazolo[5,1-c][1,4]oxazine